1-(adamantan-1-ylmethyl)-5-methyl-1H-pyrazole-4-carbonyl chloride C12(CC3CC(CC(C1)C3)C2)CN2N=CC(=C2C)C(=O)Cl